BrC=1C(=NC(=NC1)Cl)NC=1C=CC=C2C3(CN(C12)S(=O)(=O)C)CC3 N-(5-bromo-2-chloropyrimidin-4-yl)-1'-(methylsulfonyl)spiro[cyclopropane-1,3'-indolin]-7'-amine